(2-((4-(4-methylpiperazin-1-yl)phenyl)amino)-4-((1-methylpiperidin-4-yl)amino)-7H-pyrrolo[2,3-d]pyrimidin-5-yl)methanone CN1CCN(CC1)C1=CC=C(C=C1)NC=1N=C(C2=C(N1)NC=C2C=O)NC2CCN(CC2)C